ethyl (3,5,7-trimethyloct-5-en-1-yl) succinate C(CCC(=O)OCCC(CC(=CC(C)C)C)C)(=O)OCC